BETA-CYANO-L-ALANINE C(#N)C[C@H](N)C(=O)O